6-(4-Amino-2,6-dichlorophenoxy)-2-(pyridin-4-ylmethyl)-3,4-dihydroisoquinolin-1(2H)-one NC1=CC(=C(OC=2C=C3CCN(C(C3=CC2)=O)CC2=CC=NC=C2)C(=C1)Cl)Cl